(3S,4S)-4-[2-(5-cyclopropyl-4,7-difluoro-3,3-dimethyl-2-oxoindol-1-yl)acetamido]-3-(trifluoromethyl)pentanoic acid C1(CC1)C=1C(=C2C(C(N(C2=C(C1)F)CC(=O)N[C@H]([C@H](CC(=O)O)C(F)(F)F)C)=O)(C)C)F